(S)-7-methoxy-1,2,3,4-tetrahydro-1-naphthylamine COC1=CC=C2CCC[C@@H](C2=C1)N